C(C)N1N=C(C=C1C(=O)N=C1N(C=2C(=NC=C(C2)C(=O)N)N1)C)C 2-((1-ethyl-3-methyl-1H-pyrazole-5-carbonyl)imino)-1-methyl-2,3-dihydro-1H-imidazo[4,5-b]Pyridine-6-carboxamide